2-(4-((6-Azaspiro[2.5]octan-6-yl)methyl)-6-(trifluoromethyl)pyridin-2-yl)-6-(3-((4-methyl-4H-1,2,4-triazol-3-yl)methyl)oxetan-3-yl)isoindolin-1-one C1CC12CCN(CC2)CC2=CC(=NC(=C2)C(F)(F)F)N2C(C1=CC(=CC=C1C2)C2(COC2)CC2=NN=CN2C)=O